(3-bromobenzofuran-6-yl)methanol BrC1=COC2=C1C=CC(=C2)CO